C(CC)N1C=2N(C3=C(C1=O)OC1=C3C=CC=C1)C(NN2)=S 4-propyl-1-thioxo-2,4-dihydrobenzofuro[2,3-e][1,2,4]triazolo[4,3-a]pyrimidin-5(1H)-one